C(C)(C)(C)OC(NCCCCCNC(=O)C=1C=C2CN(CC2=CC1)C(C1=C(C=C(C=C1O)O)OCC1=CC=CC=C1)=O)=O (5-(2-(2-(benzyloxy)-4,6-dihydroxybenzoyl)isoindoline-5-carboxamido)pentyl)carbamic acid tert-butyl ester